dimethyl-1,4-dihydro-2,6-dimethyl-3,5-pyridinedicarboxylic acid CC1(C(=C(NC(=C1C(=O)O)C)C)C(=O)O)C